3,3-bis(2-methoxymethoxy-phenyl)-acrylic acid COCOC1=C(C=CC=C1)C(=CC(=O)O)C1=C(C=CC=C1)OCOC